C1(=CC=CC=C1)C1(CC1)NC(=O)C1=CC=C2C3=C(NC2=C1)C=NC=C3 N-(1-phenylcyclopropyl)-9H-pyrido[3,4-b]indole-7-carboxamide